C(C=1NC2=C(N1)C=CC=C2)C=2NC1=C(N2)C=CC=C1 2,2'-Methylenebisbenzimidazole